(R)-N-methyl-1,1'-binaphthylamine CNC=1C(=C2C=CC=CC2=CC1)C1=CC=CC2=CC=CC=C12